1-(4-(2-(3-(methylsulfonyl)propanoyl)-7-(4-(trifluoromethyl)phenoxy)-1,2,3,4-tetrahydro-isoquinolin-1-yl)piperidin-1-yl)prop-2-en-1-one CS(=O)(=O)CCC(=O)N1C(C2=CC(=CC=C2CC1)OC1=CC=C(C=C1)C(F)(F)F)C1CCN(CC1)C(C=C)=O